5-(3-(azepan-1-yl)phenoxy)-1H-1,2,3-triazole-4-carboxylic acid N1(CCCCCC1)C=1C=C(OC2=C(N=NN2)C(=O)O)C=CC1